C(C)(C)(C)OC(=O)N1[C@H](CC(C1)(O)C1=CC2=C(N=CN=C2N)N1C)C (2S)-4-(4-amino-7-methyl-7H-pyrrolo[2,3-d]pyrimidin-6-yl)-4-hydroxy-2-methylpyrrolidine-1-carboxylic acid tert-butyl ester